C(C)(=O)OCC=1C(=NC=CC1C1=CN(C(C(=C1)NC1=CC=C2C(=N1)N=CN2)=O)C)N2C(C=1N(C=3CCCCC3C1)CC2)=O (4-(5-(1H-Imidazo[4,5-b]pyridin-5-ylamino)-1-methyl-6-oxo-1,6-dihydropyridin-3-yl)-2-(1-oxo-3,4,6,7,8,9-hexahydropyrazino[1,2-a]indol-2(1H)-yl)pyridin-3-yl)methyl Acetate